2-((((9H-Fluoren-9-yl)methoxy)carbonyl)(methyl)amino)-3-(3,4-dimethoxyphenyl)propanoic acid C1=CC=CC=2C3=CC=CC=C3C(C12)COC(=O)N(C(C(=O)O)CC1=CC(=C(C=C1)OC)OC)C